CNNC(C=CC1=NC=CC=C1)=O methyl-N'-(pyridin-2-yl)acryloyl-hydrazine